1-(benzo[c]isothiazol-3-yl)piperidin-4-amine hydrochloride Cl.N=1SC(=C2C1C=CC=C2)N2CCC(CC2)N